2-chloro-4-cyclopropyl-6-(5-oxo-1,4-diazepan-1-yl)pyridine-3,5-dicarbonitrile ClC1=NC(=C(C(=C1C#N)C1CC1)C#N)N1CCNC(CC1)=O